CC=1OC=CC1N1C(C2=CC=C(C=C2C1=O)N)=O N-(2-methylfuryl)-5-aminoisoindoline-1,3-dione